C(CC\C=C\CC=CCC=CCC=CCC=CCC=CCC)(=O)O trans-4,7,10,13,16,19-docosahexaenoic acid